C1CC12CC(C2)[C@@H](C(=O)OCC)NS(=O)C2=C(C=C(C=C2C)C)C ethyl (2S)-2-spiro[2.3]hexan-5-yl-2-[(2,4,6-trimethylphenyl)sulfinylamino]acetate